CNCC1CCN(CC1)C N-methyl-1-(1-methylpiperidin-4-yl)methylamine